FC(C(=O)O)(F)F.C(#N)N=S(=O)(NC(NC1=C2CCCC2=CC=2CCCC12)=O)\C=C\[C@]1(NCCC1)C (E)-N'-cyano-N-((1,2,3,5,6,7-hexahydro-s-indacen-4-yl)carbamoyl)-2-((S)-2-methylpyrrolidin-2-yl)ethene-1-sulfonimidamide 2,2,2-trifluoroacetate